IC1=C(C(=CC(=C1C(=O)O)I)I)C(=O)O 2,4,6-triiodo-1,3-benzenedicarboxylic acid